NC(C)CC=CCCCCCCCCCCCCC 2-amino-4-octadecene